C(C)(C)(C)OC(=O)N1[C@H](C[C@H](CC1)NC(=O)C=1C(=NC(=NC1)C1=CC2=CN(N=C2C(=C1)F)C)C)C.ClC1=CC(=CC(=C1)C(F)(F)F)C(F)(F)F 1-chloro-3,5-bis(trifluoromethyl)benzene tert-butyl-(2S,4S)-4-[[2-(7-fluoro-2-methyl-indazol-5-yl)-4-methyl-pyrimidine-5-carbonyl]amino]-2-methyl-piperidine-1-carboxylate